ClC1=CC=C(C=C1)C=O 4-chlorobenzene-1-formaldehyde